6-chloro-4-(ethylamino)nicotinaldehyde ClC1=NC=C(C=O)C(=C1)NCC